(2R)-1-[[2-[2-[tert-butyl-(dimethyl)silyl]oxyethyl]-4-iodo-5-methyl-pyrazol-3-yl]methyl-ethyl-amino]propan-2-ol C(C)(C)(C)[Si](OCCN1N=C(C(=C1CN(C[C@@H](C)O)CC)I)C)(C)C